ClC=1C=C2C(=CC(=CC2=CC1)C1=C(N)C=CC(=C1)F)OC 2-(6-chloro-4-methoxynaphthalen-2-yl)-4-fluoroaniline